(1r,3r)-adamantan C12CC3CC(CC(C1)C3)C2